ClC=1C=CC(=C(C1)N1CCN(CC1)C(=O)[C@@H]1[C@@H](C1)C1=CC=C(C=C1)S(F)(F)(F)(F)F)C (4-(5-chloro-2-methylphenyl)piperazin-1-yl)((1S,2R)-2-(4-(pentafluoro-λ6-sulfaneyl)phenyl)cyclopropyl)methanone